FC1=C(C(=CC(=C1)OC)F)C1=C(C(N(N1C)C1=NC(=CC(=C1)OCCO)C(F)(F)F)=O)NC(C1=CC=C(C=C1)OC(F)F)=O N-(5-(2,6-Difluoro-4-methoxyphenyl)-2-(4-(2-hydroxyethoxy)-6-(trifluoromethyl)pyridin-2-yl)-1-methyl-3-oxo-2,3-dihydro-1H-pyrazol-4-yl)-4-(difluoromethoxy)benzamide